C(CCC)OC(=O)C=C1C2=CC=CC=C2C(C=2C=CC=CC12)=CC(=O)OCCCC 9,10-bis(n-butoxycarbonylmethylene)anthracene